4-benzyl-1,2,3-thiadiazole-5-carboxylic acid-2-bromo-4-chlorophenyl ester BrC1=C(C=CC(=C1)Cl)OC(=O)C1=C(N=NS1)CC1=CC=CC=C1